ClC=1N=CC=2C(=CCC(C2C1)=C(C)C)N1[C@@H]([C@H](C1)CS(=O)(=O)C)C 3-chloro-5-isopropyl-yl-8-((2R,3S)-2-methyl-3-((methylsulfonyl)methyl)azetidin-1-yl)isoquinoline